C(C1=CC=CC=C1)(=O)NN=C1C=COC2=CC=CC=C12 chromone (benzoyl) hydrazone